(R)-2,3-bis(stearoyloxy)propyl (2,5-dioxopyrrolidin-1-yl) succinate C(CCC(=O)ON1C(CCC1=O)=O)(=O)OC[C@@H](COC(CCCCCCCCCCCCCCCCC)=O)OC(CCCCCCCCCCCCCCCCC)=O